2-(Hydroxymethyl)-6-(pyridin-2-ylmethyl)pyrrolo[3,4-f]isoindole-1,3,5,7(2H,6H)-tetraone OCN1C(C2=CC=3C(N(C(C3C=C2C1=O)=O)CC1=NC=CC=C1)=O)=O